C1(CC1)C1=NC(=CC(=C1)C1=CC(=C2C(=N1)N=C(N2)NC(=O)C2=CC=C(C=N2)CCC(=O)O)N(C)CC2(CCC2)COC)C(F)(F)F 3-[6-({5-[2-Cyclopropyl-6-(trifluoromethyl)pyridin-4-yl]-7-({[1-(methoxymethyl)cyclobutyl]methyl}(methyl)amino)-1H-imidazo[4,5-b]pyridin-2-yl}carbamoyl)pyridin-3-yl]propanoic acid